(7-ethoxy-6-methoxy-1-(2-(5-methoxy-2-methyl-1H-indol-3-yl)ethyl)-3,4-dihydroisoquinolin-2(1H)-yl)(morpholinyl)methanone C(C)OC1=C(C=C2CCN(C(C2=C1)CCC1=C(NC2=CC=C(C=C12)OC)C)C(=O)N1CCOCC1)OC